O1CCN(CC1)C1=C2C(=NC=C1)C(=C(O2)CP(OCC)(OCC)=O)N2N=C(C=C2)C=2C=C(C=CC2)C diethyl ((7-morpholino-3-(3-(m-tolyl)-1H-pyrazol-1-yl)furo[3,2-b]pyridin-2-yl)methyl)phosphonate